O.C(C)(=O)ON(CCN(OC(C)=O)OC(C)=O)OC(C)=O.[Co].[Na].[Na] disodium cobalt ethylenediamine tetraacetate hydrate